Piperidin-1-yl(5-(2,4,5-trifluoro-3-hydroxyphenyl)-1,2,4-oxadiazol-3-yl)methanone N1(CCCCC1)C(=O)C1=NOC(=N1)C1=C(C(=C(C(=C1)F)F)O)F